FC(C(=O)O)(F)F.O=S1(CCN(CC1)C1=CC(=C(C=C1)N1N=C(C=C1C1=CC(=C(C#N)C=C1)F)NCC1CNCCO1)F)=O 4-(1-(4-(1,1-dioxido-thiomorpholino)-2-fluorophenyl)-3-((morpholin-2-yl-methyl)amino)-1H-pyrazol-5-yl)-2-fluorobenzonitrile 2,2,2-trifluoroacetate